C(C)(C)C1=NC=C2C(NC=NN21)=O 7-isopropylimidazo[5,1-f][1,2,4]triazin-4(3H)-one